3-methyl-pyrrolidine-3-carbonitrile CC1(CNCC1)C#N